tert-Butyl 3-(7-(thiazol-2-yl)-5-(1,1,1-trifluoro-2-hydroxypropan-2-yl)benzo[d]oxazol-2-yl)-3,6-diazabicyclo[3.1.1]heptane-6-carboxylate S1C(=NC=C1)C1=CC(=CC=2N=C(OC21)N2CC1N(C(C2)C1)C(=O)OC(C)(C)C)C(C(F)(F)F)(C)O